O1CC(C1)C(C=C)COCC(CC)C1COC1 3,7-bis(3-oxetanyl)5-oxa-nonaneN